(S)-2-amino-4-methyl-6-((1-(8-(6-morpholino-6-carbonylhex-1-yn-1-yl)-1,1-dihydroxy-2-phenyl-2H-benzo[e][1,2]thiazin-3-yl)propyl)amino)pyrimidine-5-carbonitrile NC1=NC(=C(C(=N1)C)C#N)N[C@@H](CC)C=1N(S(C2=C(C1)C=CC=C2C#CCCCC(=C=O)N2CCOCC2)(O)O)C2=CC=CC=C2